2,3-dimethyl-5H-pyrazolo[1,5-a]pyrazin-4-one CC1=NN2C(C(NC=C2)=O)=C1C